5-(4-chlorophenyl)-1-hydroxytetrazol ClC1=CC=C(C=C1)C1=NN=NN1O